2-hydroxy-5-methyl-4-((7-methyl-8-oxo-9-(tetrahydro-2H-pyran-4-yl)-8,9-dihydro-7H-purin-2-yl)amino)benzamide OC1=C(C(=O)N)C=C(C(=C1)NC1=NC=C2N(C(N(C2=N1)C1CCOCC1)=O)C)C